5-(4-Chloro-6-nitroquinolin-2-yl)thiazole ClC1=CC(=NC2=CC=C(C=C12)[N+](=O)[O-])C1=CN=CS1